C1COCO1 dioxacyclopentane